(E)-(4-(3,5-Dimethoxystyryl)-2-methoxyphenoxy)triisopropylsilane COC=1C=C(/C=C/C2=CC(=C(O[Si](C(C)C)(C(C)C)C(C)C)C=C2)OC)C=C(C1)OC